Methyl N-Boc-glycinate C(=O)(OC(C)(C)C)NCC(=O)OC